3-(benzyloxy)-5-bromo-2-chloropyridine C(C1=CC=CC=C1)OC=1C(=NC=C(C1)Br)Cl